FC=1C=CC=2CC(C2C1)N1C(=NOC1=O)C1=NON=C1[N+](=O)[O-] 4-(4-fluorobicyclo[4.2.0]octa-1(6),2,4-trien-7-yl)-3-(4-nitro-1,2,5-oxadiazol-3-yl)-1,2,4-oxadiazol-5(4H)-one